2,5-bis(aminomethyl)tetrahydrofurane NCC1OC(CC1)CN